3-fluoro-N-(1-(3-fluoropropyl)azetidin-3-yl)pyridin-2-amine FC=1C(=NC=CC1)NC1CN(C1)CCCF